Titanium-Indium-Oxide [O-2].[In+3].[Ti+4]